C1(=CC=CC=C1)OB(O)O.B(OC1=C(C(=C(C(=C1F)F)F)F)F)(O)O (pentafluorophenyl) borate (phenyl)borate